6-(4-(methylsulfonyl)phenyl)naphthalene-2-ol hydrochloride Cl.CS(=O)(=O)C1=CC=C(C=C1)C=1C=C2C=CC(=CC2=CC1)O